[Si](C)(C)(C(C)(C)C)O[C@H]1[C@@H](CCCC1)NC1=CC(=CC=C1)F |r| rac-N-((1R,2R)-2-((tert-butyldimethylsilyl)oxy)cyclohexyl)-3-fluoroaniline